tert-butyl 1-(3-chloro-5,6-dihydro-7H-pyrrolo[2,3-c]pyridazin-7-yl)-5-(methoxymethoxy)-3-azabicyclo[3.1.1]heptane-3-carboxylate ClC1=CC2=C(N=N1)N(CC2)C21CN(CC(C2)(C1)OCOC)C(=O)OC(C)(C)C